O1C(COCC1)C=1C2=C(C(=NC1)OC)N=C(S2)NC(C2=CC=C(C=C2)C2=NN=NN2)=O N-(7-[1,4]Dioxan-2-yl-4-methoxy-thiazolo[4,5-c]pyridin-2-yl)-4-(1H-tetrazol-5-yl)-benzamide